C(C)(=O)C1=C(C(=C(S1)NC1=C(C=C(C=C1)I)F)C(=O)NC[C@H]1OC(OCC1)(C)C)C (S)-5-acetyl-N-((2,2-dimethyl-1,3-dioxan-4-yl)methyl)-2-((2-fluoro-4-iodophenyl)amino)-4-methylthiophene-3-carboxamide